tris-[2,4-di-tert-butylphenyl]-phosphite C(C)(C)(C)C1=C(C=CC(=C1)C(C)(C)C)OP(OC1=C(C=C(C=C1)C(C)(C)C)C(C)(C)C)OC1=C(C=C(C=C1)C(C)(C)C)C(C)(C)C